7-methyl-6,7-dihydropyrido[2,3-d]pyridazine-5,8-dione CN1NC(C2=C(C1=O)N=CC=C2)=O